gamma-(2,3-epoxypropoxy)propyltrimethoxysilane sodium 3,4-bis(fmoc-amino)benzenesulfonate C(=O)(OCC1C2=CC=CC=C2C2=CC=CC=C12)NC=1C=C(C=CC1NC(=O)OCC1C2=CC=CC=C2C2=CC=CC=C12)S(=O)(=O)[O-].[Na+].C(C1CO1)OCCC[Si](OC)(OC)OC